2-(2-(cyclopropanesulfonylamino)thiazol-4-yl)-N-(4-(2-methoxy-4-methylpyridin-3-yl)phenyl)-2-methylpropanamide C1(CC1)S(=O)(=O)NC=1SC=C(N1)C(C(=O)NC1=CC=C(C=C1)C=1C(=NC=CC1C)OC)(C)C